C(C)(C)(C)N(C(O)=O)C=1C=NC(=CC1)N1C=CC2=C(C=CC=C12)NC1=CC(=CC=C1)Cl.C1(CC1)C=1C=C(CNC2=NC=C(C=N2)C(=O)N2CC(C2)O)C=C(C1)OC(F)(F)F (2-((3-cyclopropyl-5-(trifluoromethoxy)benzyl)amino)pyrimidin-5-yl)(3-hydroxyazetidin-1-yl)methanone Tert-butyl-(6-(4-((3-chlorophenyl)amino)-1H-indol-1-yl)pyridin-3-yl)carbamate